(1-(3-(cyclohexanesulfonyl-amino)phenyl)-1H-1,2,3-triazole-4-yl)isonicotinic acid C1(CCCCC1)S(=O)(=O)NC=1C=C(C=CC1)N1N=NC(=C1)C1=C(C(=O)O)C=CN=C1